ClC=1C=C(CN2C(CC2)C(=O)O)C=C(C1)Cl 1-(3,5-dichlorobenzyl)azetidine-2-carboxylic acid